ClC1=CC=C(CN2C(=CC3=CC(=CC=C23)C(C)C)CC(C(=O)OCC)(C)C)C=C1 ethyl 3-(1-(4-chlorobenzyl)-5-isopropyl-1H-indol-2-yl)-2,2-dimethylpropionate